N1CC(C1)NCC=1N=C(SC1)N(CC1=CC(=CC=C1)OC)CC1=CC(=CC=C1)OC 4-((azetidin-3-ylamino)methyl)-N,N-bis(3-methoxybenzyl)thiazol-2-amine